1,3-bis(isocyanatomethyl)-5-tert-Butyl-benzene N(=C=O)CC1=CC(=CC(=C1)C(C)(C)C)CN=C=O